1-(o-bromophenyl)-4,5-diiodo-1,2,3-triazole BrC1=C(C=CC=C1)N1N=NC(=C1I)I